2-(5-(cyclopropylmethyl)-3-(4-fluoro-3-(4-methylthiophen-2-yl)phenyl)-4-(2-fluoro-4-sulfamoylbenzyl)-1H-pyrazol-1-yl)thiazole-4-carboxylic acid C1(CC1)CC1=C(C(=NN1C=1SC=C(N1)C(=O)O)C1=CC(=C(C=C1)F)C=1SC=C(C1)C)CC1=C(C=C(C=C1)S(N)(=O)=O)F